(S)-2-((3-(1-(4-Methoxyphenyl)-2-oxo-1,2-dihydro-3H-imidazo[4,5-b]pyridin-3-yl)pyrrolidin-1-yl)methyl)isonicotinic Acid COC1=CC=C(C=C1)N1C(N(C2=NC=CC=C21)[C@@H]2CN(CC2)CC=2C=C(C(=O)O)C=CN2)=O